ClC1=CC(C(N=N1)NC=1SC2=C(N1)C=CC=C2)(C)CC N-(6-chloro-4-ethyl-4-methylpyridazin-3-yl)-1,3-benzothiazol-2-amine